isovaleryl bromide C(CC(C)C)(=O)Br